C(C)(C)(C)OC(=O)N1CC2(CC2)C[C@H]1C(N(C)OC)=O.NC1=C(N=CC(=N1)N1CCN(CC1)C(=O)NC1=CC=C(C=C1)OC)SC1=C(C(=CC=C1)Cl)Cl 4-(6-amino-5-((2,3-dichlorophenyl)thio)pyrazin-2-yl)-N-(4-methoxyphenyl)piperazine-1-carboxamide tert-butyl-(S)-6-(methoxy(methyl)carbamoyl)-5-azaspiro[2.4]heptane-5-carboxylate